NC1=NN(C2=C(C=C(C(=C12)OC1=C(C=CC(=C1)F)Cl)NC(C1=CC(=CC(=C1)C(F)(F)F)F)=O)Br)C1OCCCC1 N-[3-amino-7-bromo-4-(2-chloro-5-fluorophenoxy)-1-(oxan-2-yl)indazol-5-yl]-3-fluoro-5-(trifluoromethyl)benzamide